N-(2-(4-(4-ethylpiperazine-1-yl)piperidine-1-yl)-4-methoxy-5-((6-(3-methyl-3-phenylisoxazolidine-2-yl)pyrimidine-4-yl)amino)phenyl)acrylamide C(C)N1CCN(CC1)C1CCN(CC1)C1=C(C=C(C(=C1)OC)NC1=NC=NC(=C1)N1OCCC1(C1=CC=CC=C1)C)NC(C=C)=O